OCC(NCC(=O)O)(CO)CO N-[tris(hydroxymethyl)-methyl]-glycine